[NH4+].FC1(CCN(CC1)C1=NC(=CC(=N1)NC(C1=C(C=C(C=C1)NS(=O)(=O)CCO)N1CCC2(CC2)CC1)=O)C)F N-(2-(4,4-difluoropiperidin-1-yl)-6-methylpyrimidin-4-yl)-4-((2-hydroxyethyl)sulfonamido)-2-(6-azaspiro[2.5]oct-6-yl)benzamide ammonium